C1(CC1)CC(=O)NC1=CC(=C(N=N1)C(=O)NC([2H])([2H])[2H])NC1=NC=CC(=C1OC)C1=NOC(=N1)CO 6-(2-cyclopropylacetamido)-4-({4-[5-(hydroxymethyl)-1,2,4-oxadiazol-3-yl]-3-methoxypyridin-2-yl}amino)-N-(2H3)methylpyridazine-3-carboxamide